N-(4-cyanobenzyl)-4-(3-chlorobenzoyl)-1H-pyrrole-2-carboxamide C(#N)C1=CC=C(CNC(=O)C=2NC=C(C2)C(C2=CC(=CC=C2)Cl)=O)C=C1